C1(=CC=CC=C1)N(C1=CC=C(C=C1)C(\C=C(/O)\C1=CC=C(C=C1)N(C1=CC=CC=C1)C1=CC=CC=C1)=O)C1=CC=CC=C1 (Z)-1,3-bis(4-(diphenylamino)phenyl)-3-hydroxyprop-2-en-1-one